5-(trifluoromethyl)isonicotinamide FC(C1=CN=CC=C1C(=O)N)(F)F